NC1=CC(=C(C=C1)N1CCN(CC1)C(C)=O)F 1-(4-(4-Amino-2-fluorophenyl)piperazin-1-yl)ethanone